2-fluoro-3-(5-[[2-(trimethylsilyl)ethoxy]methyl]pyrrolo[3,2-d]pyrimidin-2-yl)pyridine FC1=NC=CC=C1C=1N=CC2=C(N1)C=CN2COCC[Si](C)(C)C